C=1(C(=CC=CC1O)S(=O)(=O)[O-])C.[Sn+4].C=1(C(=CC=CC1O)S(=O)(=O)[O-])C.C=1(C(=CC=CC1O)S(=O)(=O)[O-])C.C=1(C(=CC=CC1O)S(=O)(=O)[O-])C tin cresolsulfonate